2-Ethyl 4'-(2-fluoropyrimidin-5-yl)-2,3,4,5-tetrahydro-[1,1'-biphenyl]-4-carboxylate FC1=NC=C(C=N1)C1=CC=C(C=C1)C=1CCC(CC1)C(=O)OCC